N-((S)-1,1-dicyclopropyl-3-((2-fluoro-4-((S)-1-oxo-1-((3-(trifluoromethyl)oxetan-3-yl)amino)propan-2-yl)phenyl)amino)-3-oxopropan-2-yl)-1-isopropyl-1H-pyrazole-5-carboxamide C1(CC1)C([C@@H](C(=O)NC1=C(C=C(C=C1)[C@@H](C(NC1(COC1)C(F)(F)F)=O)C)F)NC(=O)C1=CC=NN1C(C)C)C1CC1